3-(4-(4-(4-(benzisoxazol-3-yl)piperazin-1-yl)butoxy)-1-oxoisoindolin-2-yl)piperidine-2,6-dione O1N=C(C2=C1C=CC=C2)N2CCN(CC2)CCCCOC2=C1CN(C(C1=CC=C2)=O)C2C(NC(CC2)=O)=O